CC1=NC=CC(=C1)C1=C(N=C(N1)N)C1=CC2=C(OCCN2S(=O)(=O)C)C=C1 5-(2-Methylpyridin-4-yl)-4-(4-(methylsulfonyl)-3,4-dihydro-2H-benzo[b][1,4]oxazin-6-yl)-1H-imidazol-2-amine